2-Methoxy-N-(4-(4-methylpiperazin-1-yl)phenyl)-4-((8-nitroisoquinolin-4-yl)amino)nicotinamide COC1=C(C(=O)NC2=CC=C(C=C2)N2CCN(CC2)C)C(=CC=N1)NC1=CN=CC2=C(C=CC=C12)[N+](=O)[O-]